N-(3-bromophenyl)-2-((3-cyanoquinolin-2-yl)thio)acetamide BrC=1C=C(C=CC1)NC(CSC1=NC2=CC=CC=C2C=C1C#N)=O